C(=O)(O)C1(C(CCC2=CC=CC=C12)C(=O)O)C1CC(=O)OC1=O 1,2-dicarboxyl-1,2,3,4-tetrahydro-1-naphthalenesuccinic anhydride